N-[3-(4-fluorophenyl)propyl]-2-methyl-1-(7-methylthiothieno[3,2-d]pyrimidin-4-yl)-4-piperidinyl-amine FC1=CC=C(C=C1)CCCNC1CC(N(CC1)C=1C2=C(N=CN1)C(=CS2)SC)C